ClC1=C(C2=C(C=N1)C=NN2C([2H])([2H])[2H])OC 6-Chloro-7-methoxy-1-(methyl-d3)-1H-pyrazolo[4,3-c]pyridine